OC(CC)(C)C (R*)-3-hydroxy-3-methylbutan